P(=O)(O)(O)O.CN1CN(C=C1)C 1,3-dimethylimidazole dihydrogen phosphate